OC1=CC=C(C=C1)CCC(=O)NC1=C(C(=O)O)C=CC=C1 2-(3-(p-hydroxyphenyl)-propionamido)-benzoic acid